C(C)(C)(C)C=1C(CCC1B1OC(C(O1)(C)C)(C)C)=O tert-butyl-3-(4,4,5,5-tetramethyl-1,3,2-dioxaborolan-2-yl)cyclopent-2-en-1-one